[N+](=O)([O-])C1=CC=C(C=C1)N1CCC(CC1)C1=CC=CC=C1 1-(4-nitrophenyl)-4-phenylpiperidine